ClC1=CC(=C2C=CNC2=C1Cl)OCC(F)F 6,7-dichloro-4-(2,2-difluoroethoxy)-1H-indole